FC(CN1CC2(C(N(C=3C=NC=4C=C(C(=CC4C32)C=3C=C(C(=NC3)OCCNC(C)C)NS(=O)(=O)C)F)C)=O)C1)F N-(5-(1-(2,2-Difluoroethyl)-7'-fluoro-3'-methyl-2'-oxo-2',3'-dihydrospiro[azetidine-3,1'-pyrrolo[2,3-c]quinolin]-8'-yl)-2-(2-(isopropylamino)ethoxy)pyridin-3-yl)methanesulfonamide